CC=1C=C(C=CC1)N(C1=CC=C(C=C1)C=1C(=C(C=CC1NC1=CC=CC=C1)C1=CC=C(C=C1)NC1=CC=CC=C1)C1=CC=C(C=C1)N(C1=CC(=CC=C1)C)C1=CC(=CC=C1)C)C1=CC(=CC=C1)C bis[4-[bis(3-methylphenyl)amino]phenyl]-N4,N4'-diphenyl-[1,1'-biphenyl]-4,4'-diamine